CS(=O)(=O)ON=C(C#N)C1=CC=C(C=C1)C (methylsulfonyloxyimino)-4-methylphenylacetonitrile